C(=O)(OC(C)(C)C)N1C[C@@H](OCC1)C#C N-Boc-(S)-2-ethynyl-morpholine